3-(1-oxo-5-(1-((4-oxo-3,4-dihydrothieno[3,2-d]pyrimidin-2-yl)methyl)piperidin-4-yl)isoindolin-2-yl)piperidine-2,6-dione O=C1N(CC2=CC(=CC=C12)C1CCN(CC1)CC=1NC(C2=C(N1)C=CS2)=O)C2C(NC(CC2)=O)=O